monohydroxy-hexamethoxyflavone OC=1C(=C(C=2OC3=C(C(=C(C(=C3C(C2OC)=O)OC)OC)OC)OC)C=CC1)OC